FC1=C(C(N)C(=O)O)C=CC(=C1)F 2,4-difluorophenylglycine